trans-tert-butyl ((4-((5-(4-(((4-nitrophenoxy)carbonyl)oxy)tetrahydrofuran-2-yl)pyrimidin-2-yl)amino)phenyl)sulfonyl)carbamate [N+](=O)([O-])C1=CC=C(OC(=O)O[C@H]2C[C@@H](OC2)C=2C=NC(=NC2)NC2=CC=C(C=C2)S(=O)(=O)NC(OC(C)(C)C)=O)C=C1